C1(CC1)OC=1C=C(C=O)C=CC1 3-CYCLOPROPOXYBENZALDEHYDE